CC=1C=C(C=C(C1)C)C1=C2CC(C(C2=CC(=C1)C)OC)C 4-(3,5-dimethylphenyl)-1-methoxy-2,6-dimethylindan